CC1(CCN(CC1)C1=NC=2C(=NC(=CN2)SC=2C(=NC=CC2)C(F)(F)F)N1C)NC(OC(C)(C)C)=O tert-butyl (4-methyl-1-(1-methyl-6-((2-(trifluoromethyl)pyridin-3-yl)thio)-1H-imidazo[4,5-b]pyrazin-2-yl)piperidin-4-yl)carbamate